4-(5-((3,4-difluorobenzyl)carbamoyl)thiophen-2-yl)-6-((3,3-difluorocyclobutyl)methyl)-2-isobutyl-5-(5-methyl-1,3,4-oxadiazol-2-yl)nicotinamide FC=1C=C(CNC(=O)C2=CC=C(S2)C2=C(C(=NC(=C2C(=O)N)CC(C)C)CC2CC(C2)(F)F)C=2OC(=NN2)C)C=CC1F